[Cl-].C1(=CC=CC=C1)N1NC(=NN1C1=CC=CC=C1)C 2,3-diphenyl-5-methyltetrazole chloride